FC(C(C(C(C(F)(F)F)([O-])C(F)(F)F)(C(F)(F)F)C(F)(F)F)([O-])C(F)(F)F)(F)F 1,1,1,5,5,5-hexafluoro-2,3,3,4-tetrakis-trifluoromethylpentane-2,4-diolate